FC1=C(C(=CC=C1)C(N1CCNCC1)C1=CC=C(C=C1)F)O 2-fluoro-6-((4-fluorophenyl)(piperazin-1-yl)methyl)phenol